CC1=NC(=CC=C1CC)C 2,6-dimethyl-3-ethylpyridine